CC=1C=NN(C1B1OC(C(O1)(C)C)(C)C)C1OCCCC1 4-methyl-1-(tetrahydropyran-2-yl)-5-(tetramethyl-1,3,2-dioxaborolan-2-yl)-1H-pyrazole